(S)-4-(4-fluoro-5-hydroxy-6-methoxybenzo[b]thiophen-2-yl)-2-methyl-4-oxobutanoic acid methyl ester COC([C@H](CC(=O)C1=CC2=C(S1)C=C(C(=C2F)O)OC)C)=O